CC1=CC2=C(C=C1)SC3=C(S2)C=CC(=C3)C thianthrol